C(N)(=O)C1(CCN(CC1)C1=CC2=C(CC(O2)(C)C)C=C1NC(=O)C=1C=NN2C1N=CC=C2)F N-(6-(4-carbamoyl-4-fluoropiperidin-1-yl)-2,2-dimethyl-2,3-dihydrobenzofuran-5-yl)pyrazolo[1,5-a]pyrimidine-3-carboxamide